COC(=O)C1=NC(=CC=C1Cl)C=1C=NC=C(C1)F 3-chloro-6-(5-fluoro-3-pyridinyl)pyridine-2-carboxylic acid methyl ester